vanadium-silver-nickel [Ni].[Ag].[V]